O=C1NC=2C(=NC=CC2C2N(CCNC2)C(=O)NC2=CC=NC=C2)N1 (2,3-dihydro-2-oxo-1H-imidazo[4,5-b]pyridin-7-yl)-N-(pyridin-4-yl)piperazine-1-carboxamide